12-acryloxydodecyltrimethoxysilane C(C=C)(=O)OCCCCCCCCCCCC[Si](OC)(OC)OC